(6-methyl-7-(trifluoromethyl)imidazo[1,2-a]pyridin-2-yl)methylamine CC=1C(=CC=2N(C1)C=C(N2)CN)C(F)(F)F